FC=1C(=CC2=C(N(N=N2)C)C1)OC1=C(C=C(C=C1)NC=1C2=C(N=CN1)C=NC(=N2)S(=O)(=O)C)C N-(4-((6-fluoro-1-methyl-1H-benzo[d][1,2,3]triazol-5-yl)-oxy)-3-methylphenyl)-6-(methylsulfonyl)pyrimido[5,4-d]pyrimidin-4-amine